ClC=1C=C(C=CC1OC(C)C)C=1C=C2CCC([C@H](C2=CC1)NC(O[C@@H]1CN2CCC1CC2)=O)(C)C (S)-quinuclidin-3-yl ((R)-6-(3-chloro-4-isopropoxyphenyl)-2,2-dimethyl-1,2,3,4-tetrahydronaphthalen-1-yl)carbamate